3,5-Bis(octadecyloxy)benzyl 4-(4-methylpiperazin-1-yl)butanoate CN1CCN(CC1)CCCC(=O)OCC1=CC(=CC(=C1)OCCCCCCCCCCCCCCCCCC)OCCCCCCCCCCCCCCCCCC